FC=1C=C(C=C(C1)F)C=1SC=C(N1)C[C@@H]1N(CC[C@@H]1NS(=O)(=O)CC)C(=O)OC(C)(C)C Tert-Butyl (2S,3S)-2-((2-(3,5-difluorophenyl)-1,3-thiazol-4-yl)methyl)-3-((ethylsulfonyl)amino)pyrrolidine-1-carboxylate